1-(5-(biphenyl-4-yl)-4-(methylamino)-7H-pyrrolo[2,3-d]pyrimidin-7-yl)-2-methylpropan C1(=CC=C(C=C1)C1=CN(C=2N=CN=C(C21)NC)CC(C)C)C2=CC=CC=C2